C(C)NS(=O)(=O)C1=CC=C(C=C1)NC([C@H](CC1=CC=CC=C1)NC(C1=CC=C(C=C1)F)=O)=O (S)-N-(1-(4-(N-Ethylsulfamoyl)phenylamino)-1-oxo-3-phenylpropan-2-yl)4-fluorobenzamide